tert-Butyl-N-[[4-(2,2-dimethyl-1,3-dioxolan-4-yl)-7-[4-(trifluoromethoxy)phenyl]-2,3-dihydrobenzofuran-5-yl]methyl]-N-methyl-carbamate C(C)(C)(C)OC(N(C)CC=1C=C(C2=C(CCO2)C1C1OC(OC1)(C)C)C1=CC=C(C=C1)OC(F)(F)F)=O